2-amino-5-(1-methyl-1H-pyrazol-4-yl)benzamide NC1=C(C(=O)N)C=C(C=C1)C=1C=NN(C1)C